BrC1=C(C(=CC=C1)OCC)C(F)F 1-bromo-2-(difluoromethyl)-3-ethoxybenzene